ClC=1C(=NC(=NC1)NC1CCOCC1)C1=CC=C2CN(C(C2=C1)=O)CC(=O)N[C@H](C)C1=CC(=CC=C1)OCCN1C(C2=CC=CC=C2C1=O)=O (R)-2-(6-(5-chloro-2-((oxan-4-yl)amino)pyrimidin-4-yl)-1-oxoisoindolin-2-yl)-N-(1-(3-(2-(1,3-dioxoisoindolin-2-yl)ethoxy)phenyl)ethyl)acetamide